COC(=O)NC=1C=CC(=NC1)C=1N=NN(C1NC(O[C@H](C)C1=C(C=CC=C1)Cl)=O)C (R)-1-(2-chlorophenyl)ethyl (4-(5-((methoxycarbonyl)amino)pyridin-2-yl)-1-methyl-1H-1,2,3-triazol-5-yl)carbamate